4-[N-(cyclopropylmethyl)-S-[1-(2-trimethylsilylethoxymethyl)indazol-5-yl]sulfonimidoyl]-1,5-dimethyl-pyrrole-2-carboxylic acid C1(CC1)CN=S(=O)(C=1C=C2C=NN(C2=CC1)COCC[Si](C)(C)C)C=1C=C(N(C1C)C)C(=O)O